dimethylsilyl-bis(2,4,6-trimethyl-1-indenyl)zirconium dichloride [Cl-].[Cl-].C[SiH](C)[Zr+2](C1C(=CC2=C(C=C(C=C12)C)C)C)C1C(=CC2=C(C=C(C=C12)C)C)C